3-amino-4-(4-nitrophenyl)-butyric acid NC(CC(=O)O)CC1=CC=C(C=C1)[N+](=O)[O-]